N-n-propylformamide CCCNC=O